(R)-3-((1-(2-hydroxy-4-(trifluoromethyl)phenyl)pyrido[3,4-d]pyridazin-4-yl)amino)-3-methylpiperidin-2-one OC1=C(C=CC(=C1)C(F)(F)F)C1=C2C(=C(N=N1)N[C@]1(C(NCCC1)=O)C)C=NC=C2